CN(C=CCC=CC(CCCCCCCCC=CCC=CCCCCC)CCCCCCCC\C=C/C\C=C/CCCCC)C N,N-dimethyl-6-((9z,12z)-octadeca-9,12-dien-1-yl)tetracosen-4,15,18-trien-1-amine